2-(6-((2-(dimethylamino)ethyl)amino)-4-(1-((4-methyl-4H-1,2,4-triazol-3-yl)methyl)cyclobutyl)pyridin-2-yl)-6-(((1-methylcyclobutyl)amino)methyl)-4-(trifluoromethyl)isoindolin-1-one CN(CCNC1=CC(=CC(=N1)N1C(C2=CC(=CC(=C2C1)C(F)(F)F)CNC1(CCC1)C)=O)C1(CCC1)CC1=NN=CN1C)C